FC=1C(=CC(=C(C(=O)O)C1)O[C@H](C(F)(F)F)C)C1=NN(C(=C1)CO)C (S)-5-Fluoro-4-(5-(hydroxymethyl)-1-methyl-1H-pyrazol-3-yl)-2-((1,1,1-trifluoropropan-2-yl)oxy)benzoic acid